4-((3R,5S)-3,5-dimethylpiperazin-1-yl)-N-(2-methylimidazo[1,2-a]pyridin-6-yl)-2,3-dihydro-1H-pyrrolo[2,3-b]pyridine-1-carboxamide benzoate C(C1=CC=CC=C1)(=O)O.C[C@@H]1CN(C[C@@H](N1)C)C1=C2C(=NC=C1)N(CC2)C(=O)NC=2C=CC=1N(C2)C=C(N1)C